FC(OC=1C=C(C=CC1)S(=O)(=O)N1CC2(C1)CN(C2)C(=O)N2C[C@H](CC2)C(=O)N)(F)F (3S)-1-[2-[3-(Trifluoromethoxy)phenyl]sulfonyl-2,6-diazaspiro[3.3]heptane-6-carbonyl]pyrrolidine-3-carboxamide